2-(2,5-Dimethylphenyl)-6-(4-ethyl-3-(hydroxymethyl)-5-oxo-4,5-dihydro-1H-1,2,4-triazol-1-yl)-7-fluoro-4-isopropylisoquinolin-1(2H)-one CC1=C(C=C(C=C1)C)N1C(C2=CC(=C(C=C2C(=C1)C(C)C)N1N=C(N(C1=O)CC)CO)F)=O